COC1(C=CC(=CC1C)OC)O p-dimethoxycresol